CC1=C(C(=O)O)C=C(C=C1)OCC1N(CC1)C 2-Methyl-5-((1-methylazetidin-2-yl)methoxy)benzoic acid